3-[7-methoxy-1-oxo-5-(piperazin-1-yl)-1,3-dihydro-2H-isoindol-2-yl]piperidine-2,6-dione COC=1C=C(C=C2CN(C(C12)=O)C1C(NC(CC1)=O)=O)N1CCNCC1